2-phenyl-1-(tetrahydro-2H-pyran-4-yl)-1,2,3,4-tetrahydroisoquinoline C1(=CC=CC=C1)N1C(C2=CC=CC=C2CC1)C1CCOCC1